4-bromo-1,2-butadiene BrCC=C=C